FC1=C(C(=CC=C1)C)N1CCC(CC1)N1C(N(C2=C(C1)C=NN2)CC2=C(C=CC=C2)C(F)(F)F)=O 5-[1-(2-Fluoro-6-methyl-phenyl)-piperidin-4-yl]-6-oxo-7-(2-trifluoromethyl-benzyl)-4,5,6,7-tetrahydro-pyrazolo[3,4-d]pyrimidin